FC=1C=C(C=C(C1C)NC(=O)C=1C=NN2C1C=CC(=C2)OC)C2=NOC(=N2)C2CN(C2)C(=O)OC methyl 3-(3-(3-fluoro-5-(6-methoxypyrazolo[1,5-a]pyridine-3-carboxamido)-4-methylphenyl)-1,2,4-oxadiazol-5-yl)azetidine-1-carboxylate